3-(2-(4-(dimethoxyphosphoryl)-3-oxobutoxy)ethyl)pyrrolidine-1-carboxylic acid tert-butyl ester C(C)(C)(C)OC(=O)N1CC(CC1)CCOCCC(CP(=O)(OC)OC)=O